COC1=NC(=NC=N1)N1N=CC(=C1)CN1C[C@H](N[C@H](C1)C)C=1C(=C2COC(C2=CC1)=O)C 5-((2r,6s)-4-((1-(4-methoxy-1,3,5-triazin-2-yl)-1H-pyrazol-4-yl)methyl)-6-methylpiperazin-2-yl)-4-methylisobenzofuran-1(3H)-one